2-chloro-4-phenyl-6-[1,1':3',1''-terphenyl]-3-yl-1,3,5-triazine ClC1=NC(=NC(=N1)C1=CC=CC=C1)C=1C=C(C=CC1)C1=CC(=CC=C1)C1=CC=CC=C1